ClC1=NC=C(C(=N1)NCC1=CC(=CC(=C1)OC)OC)C(=O)N 2-chloro-4-((3,5-dimethoxybenzyl)amino)pyrimidin-5-carboxamide